NC1=C(C(=NC(=N1)C1CC1)N1CCS(CC1)(=O)=O)Cl (6-amino-5-chloro-2-cyclopropylpyrimidin-4-yl)-1λ6-thiomorpholine-1,1-dione